N-(3-aminopropyl)-1H-1,2,3-triazole-4-carboxamide NCCCNC(=O)C=1N=NNC1